ClC1=CC=2C=3C=CC(=CC3N(C(N(C2N=C1)C(C)C)=O)C1=C(C=C(C=C1F)NCCNC)F)C#N 4-chloro-10-(2,6-difluoro-4-{[2-(methylamino)ethyl]amino}phenyl)-9-oxo-8-(propan-2-yl)-6,8,10-triazatricyclo[9.4.0.02,7]pentadeca-1(11),2(7),3,5,12,14-hexaene-13-carbonitrile